tert-butyl (S)-(1-(5-(3-methoxy-4-(1-methylpiperidin-4-yl)phenyl)-3-methylthiophene-2-carbonyl)pyrrolidin-3-yl)carbamate COC=1C=C(C=CC1C1CCN(CC1)C)C1=CC(=C(S1)C(=O)N1C[C@H](CC1)NC(OC(C)(C)C)=O)C